FC=1C=CC=C(C(=O)N(C2COCC2)C(C)C)C1 5-fluoro-N-isopropyl-N-(tetrahydrofuran-3-yl)benzamide